O1C(=CC=C1)\C(=C(/C(=O)OCC)\C1=C(OC(C2=CC=CC=C12)=O)C1=NC=CC=C1)\O Ethyl (E)-3-(furan-2-yl)-3-hydroxy-2-(1-oxo-3-(pyridin-2-yl)-1H-isochromen-4-yl)acrylate